C(C)OC(C=CC=1C(=C(C=CC1)C(C(=O)O)C)F)=O 2-[3-(3-ethoxy-3-oxo-prop-1-enyl)-2-fluoro-phenyl]propanoic acid